N(=[N+]=[N-])C1CC=2N(C=CN2)C1 6-azido-6,7-dihydro-5H-pyrrolo[1,2-a]imidazole